N-(2-(1-methyl-1H-indol-3-yl)-2-(pyrrolidin-1-yl)ethyl)-1H-indole-6-sulfonamide CN1C=C(C2=CC=CC=C12)C(CNS(=O)(=O)C1=CC=C2C=CNC2=C1)N1CCCC1